4-hydroxyl-oxaspiro[4.4]non-3-en-2-one OC1=CC(OC12CCCC2)=O